(2-(4-fluorophenyl)propan-2-yl)-2-hydroxybenzamide FC1=CC=C(C=C1)C(C)(C)C=1C(=C(C(=O)N)C=CC1)O